tris(2,4-difluoro-3-(trifluoromethyl)phenyl)borane FC1=C(C=CC(=C1C(F)(F)F)F)B(C1=C(C(=C(C=C1)F)C(F)(F)F)F)C1=C(C(=C(C=C1)F)C(F)(F)F)F